5'-isobutyrylcytidine p-toluenesulfonate CC1=CC=C(C=C1)S(=O)(=O)OC([C@@H]1[C@H]([C@H]([C@@H](O1)N1C(=O)N=C(N)C=C1)O)O)C(C(C)C)=O